CC(C(O)(O)O)(CCCC)C dimethyl-hexanetriol